3-((3S,7aR)-7a-(((tert-butyldiphenylsilyl)oxy)methyl)hexahydro-1H-pyrrolizin-3-yl)propan-1-ol [Si](C1=CC=CC=C1)(C1=CC=CC=C1)(C(C)(C)C)OC[C@@]12CCCN2[C@@H](CC1)CCCO